O1C(OCC1)C1=C(OCC(=O)O)C=CC=C1C#C 2-(2-(1,3-dioxolan-2-yl)-3-ethynylphenoxy)acetic acid